FC=1C=CC(=C(C1)C1=NN2C(=NC=3C=CC=CC3C2=N1)NC=1C(N=CC=CC1)=O)OC(F)(F)F (3S)-3-({2-[5-fluoro-2-(trifluoromethoxy)phenyl][1,2,4]triazolo[1,5-c]quinazolin-5-yl}amino)azepin-2-one